ClC1=C(C#N)C=CC(=C1)N1CC2(C[C@H]1C)CCN(CC2)C=2N=NC(=CC2)C(=O)N2CCC(CC2)CN2CCC(CC2)C2=CC(=CC=C2)NC2C(NC(CC2)=O)=O 2-Chloro-4-((3R)-8-(6-(4-((4-(3-((2,6-dioxopiperidin-3-yl)amino)phenyl)piperidin-1-yl)methyl)piperidine-1-carbonyl)pyridazin-3-yl)-3-methyl-2,8-diazaspiro[4.5]decan-2-yl)benzonitrile